(S)-tert-butyl 4-(2-((R)-3-(2-(methoxymethoxy)phenyl)-5-methyl-7,8-dihydro-5H-pyrido[3',4':4,5]pyrrolo[2,3-c]pyridazin-6(9H)-yl)pyrimidin-5-yl)-2-methylpiperazine-1-carboxylate COCOC1=C(C=CC=C1)C1=CC2=C(N=N1)NC1=C2[C@H](N(CC1)C1=NC=C(C=N1)N1C[C@@H](N(CC1)C(=O)OC(C)(C)C)C)C